1,3-Benzoxazole O1C=NC2=C1C=CC=C2